4-(6-bromo-8-fluoro-quinoxalin-2-yl)piperidine BrC=1C=C2N=CC(=NC2=C(C1)F)C1CCNCC1